FC(C=1C=C(C=C(C1)C(F)(F)F)N(C(=O)N([C@@H]1CN(C[C@H]1C1=CC=C(C=C1)F)C(=O)[C@@H]1CC[C@H](CC1)NC(OC(C)(C)C)=O)C)C)(F)F tert-butyl (trans-4-{[(3S,4R)-3-[{[3,5-bis(trifluoromethyl)phenyl](methyl)carbamoyl}(methyl)amino]-4-(4-fluorophenyl)pyrrolidin-1-yl]carbonyl}cyclohexyl)carbamate